C(C)(C)(C)OC(=O)N1C[C@@H]([C@H](CC1)C(=O)O)O (3R,4S)-1-tert-butoxy-carbonyl-3-hydroxy-piperidine-4-carboxylic acid